2-(3,4-dichlorobenzyl)quinoline ClC=1C=C(CC2=NC3=CC=CC=C3C=C2)C=CC1Cl